(3S)-3-(2-(5-(2-(azetidin-1-yl)ethyl)-2-oxo-4-(trifluoromethyl)pyridin-1(2H)-yl)-4-methylpentanamido)-3-(4-fluoro-2',6'-dimethyl-5-(trifluoromethyl)biphenyl-3-yl)propanoic acid N1(CCC1)CCC=1C(=CC(N(C1)C(C(=O)N[C@@H](CC(=O)O)C=1C=C(C=C(C1F)C(F)(F)F)C1=C(C=CC=C1C)C)CC(C)C)=O)C(F)(F)F